(R)-3-chloro-5-(((1-(trityl)icosane-2-yl)oxy)methyl)benzonitrile ClC=1C=C(C#N)C=C(C1)CO[C@@H](CC(C1=CC=CC=C1)(C1=CC=CC=C1)C1=CC=CC=C1)CCCCCCCCCCCCCCCCCC